(2R,4S)-4-amino-2-(4-(4,4,5,5-tetramethyl-1,3,2-dioxaborolan-2-yl)butyl)piperidine-1,2-dicarboxylate N[C@@H]1C[C@@](N(CC1)C(=O)[O-])(C(=O)[O-])CCCCB1OC(C(O1)(C)C)(C)C